ClC1=C(C=C(C=C1)N1CCNCC1)C=1N=C2N(C=CC=C2)C1C 2-(2-chloro-5-(piperazin-1-yl)phenyl)-3-methylimidazo[1,2-a]pyridine